ClC1=NC(=CC(=C1)OCC1OCC1)C1(COCC1)OC 2-chloro-6-(3-methoxytetrahydrofuran-3-yl)-4-(oxetan-2-ylmethoxy)pyridine